C1(CC1)NC(=O)C1CCN(CC1)C=1SC2=C(N1)C=CC(=C2)C(=O)O 2-(4-(cyclopropylcarbamoyl)piperidin-1-yl)benzo[d]thiazole-6-carboxylic acid